4'-((1-(4-methoxybenzoyl)-3-(1H-tetrazol-5-yl)pyrrolidin-3-yl)methoxy)-[1,1'-biphenyl]-4-carbonitrile COC1=CC=C(C(=O)N2CC(CC2)(C2=NN=NN2)COC2=CC=C(C=C2)C2=CC=C(C=C2)C#N)C=C1